C(CC(C)C)OC1=CC=NC2=CC=CC=C12 4-(isopentyloxy)quinoline